8-(isoxazol-4-yl)-2-(((1R,4R)-4-methoxycyclohexyl)amino)pyrido[4,3-d]pyrimidine O1N=CC(=C1)C1=CN=CC2=C1N=C(N=C2)NC2CCC(CC2)OC